4-((8-(imidazo[1,2-a]pyridin-7-yl)-2,3-dihydro-4H-pyrido[4,3-b][1,4]thiazin-4-yl)sulfonyl)-benzonitrile N=1C=CN2C1C=C(C=C2)C2=CN=CC1=C2SCCN1S(=O)(=O)C1=CC=C(C#N)C=C1